N=1N=C(NC1)[C@@H]1CN(CC1)C(=O)N1CC(C1)OCC1=CC=C(C=C1)S(=O)(=O)C(F)(F)F [(3S)-3-(4H-1,2,4-Triazol-3-yl)pyrrolidin-1-yl]-[3-[[4-(trifluoromethylsulfonyl)phenyl]methoxy]azetidin-1-yl]methanone